C(C)(C)(C)OC(NC1=CC(=CC=C1)CN)=O (3-(aminomethyl)phenyl)carbamic acid tert-butyl ester